ClC1=C2C(=NC=3N(C2=CC=C1F)C(=NN3)COC)N3CCCC1=C(C=CC=C31)C#CC(C(F)(F)F)(C)C chloro-7-fluoro-1-(methoxymethyl)-5-(5-(4,4,4-trifluoro-3,3-dimethylbut-1-yn-1-yl)-3,4-dihydroquinolin-1(2H)-yl)-[1,2,4]triazolo[4,3-a]quinazoline